N12C[C@H](C(CC1)CC2)OC(N[C@@H]2C(CC1=CC(=C(C=C21)F)C2=C(C=C(C=C2)OCC(F)(F)F)Cl)(C)C)=O (S)-quinuclidin-3-yl((R)-5-(2-chloro-4-(2,2,2-trifluoroethoxy)phenyl)-6-fluoro-2,2-dimethyl-2,3-dihydro-1H-inden-1-yl)carbamate